Br.C(C=C)NCC=C Diallylamine Hydrobromide